BrC=1C=CC(=NC1)CN1C=CC=2C1=CC=C1C(=NC(=NC21)N)N 7-((5-bromopyridin-2-yl)methyl)-7H-pyrrolo[2,3-h]quinazoline-2,4-diamine